CN(C(OC(C)(C)C)=O)C1=CC(=C(C(=C1)OC)OC)OC Tert-Butyl methyl(3,4,5-trimethoxyphenyl)carbamate